BrC1=C2C(N(C(C2=CC(=C1)CN1CCN(CC1)C1=CC=C(C=C1)[C@H]1[C@H](CCC2=CC(=CC=C12)O)C1=CC=CC=C1)=O)C1C(NC(CC1)=O)=O)=O 4-bromo-2-(2,6-dioxopiperidin-3-yl)-6-((4-(4-((1R,2S)-6-hydroxy-2-phenyl-1,2,3,4-tetrahydronaphthalen-1-yl)phenyl)piperazin-1-yl)methyl)isoindoline-1,3-dione